N1C(=NC2=C1C=CC=C2)NC(CNC(=O)C2=NC=CC=C2)C2=CC(=CC=C2)C(F)(F)F N-{2-[(1H-1,3-benzodiazol-2-yl)amino]-2-[3-(trifluoromethyl)phenyl]ethyl}-pyridine-2-carboxamide